N-(4-amino-1H-pyrazolo[4,3-c]pyridin-7-yl)-N'-[(4-fluoro-2-methyl-phenyl)methyl]-N'-isobutyl-oxamide NC1=NC=C(C2=C1C=NN2)NC(=O)C(=O)N(CC(C)C)CC2=C(C=C(C=C2)F)C